Neodymium oxide indium [In+3].[O-2].[Nd+3].[O-2].[O-2]